N-(cis-2-((3',5'-difluorobiphenyl-3-yl)methyl)-1-isobutyrylpyrrolidin-3-yl)methanesulfonamide FC=1C=C(C=C(C1)F)C1=CC(=CC=C1)C[C@@H]1N(CC[C@@H]1NS(=O)(=O)C)C(C(C)C)=O